SCCSSCCS bis(mercapto-ethyl) disulfide